N1(CCCCC1)C/C=C/C(=O)O (E)-4-(piperidine-1-yl)-2-butenoic acid